CC1(N(CCC1)CCC(=O)NC=1C=C(C(=NC1)C)NC1=NN(C2=NC(=NC=C21)NC=2C=C(C=CC2)CC(=O)OC)C)C methyl 2-(3-((3-((5-(3-(2,2-dimethylpyrrolidin-1-yl)propan-amido)-2-methylpyridin-3-yl)amino)-1-methyl-1H-pyrazolo[3,4-d]pyrimidin-6-yl)amino) phenyl)acetate